BrC1=CC(=C(C=2C=COC21)OCC2=NN(C=C2)C)COC2=C(C=CC=C2)CC(=O)OCC ethyl 2-(2-((7-bromo-4-((1-methyl-1H-pyrazol-3-yl)methoxy)benzofuran-5-yl)methoxy)phenyl)acetate